(1-(6-(1,1-difluoroethyl)pyridin-2-yl)-7-fluoro-1H-pyrazolo[4,3-c]pyridin-6-yl)acetamide FC(C)(F)C1=CC=CC(=N1)N1N=CC=2C=NC(=C(C21)F)CC(=O)N